(((2S,4R)-4-fluoro-1-methylpyrrolidin-2-yl)methoxy)quinoline-3-acetonitrile F[C@@H]1C[C@H](N(C1)C)COC1=NC2=CC=CC=C2C=C1CC#N